5-[(1S,3R)-3-{[dimethyl(2-methylprop-2-yl)silyl]oxy}cyclopentyl]-4-methyl-2-(2-methylprop-2-yl)pyrazol-3-amine C[Si](O[C@H]1C[C@H](CC1)C=1C(=C(N(N1)C(C)(C)C)N)C)(C(C)(C)C)C